3-[2-(1-{[4-(trifluoromethyl)phenyl]methyl}-1,2,3-triazacyclopent-4-yl)ethyl]-1,2,3,4-tetrahydroquinazoline-2,4-dione FC(C1=CC=C(C=C1)CN1NNC(C1)CCN1C(NC2=CC=CC=C2C1=O)=O)(F)F